COC=1C=C(C=C(C1)OC)C1=CC=C(OCC=2N=NN(C2)S(=O)(=O)C2=CC=C(C=C2)F)C=C1 (E)-4-((4-(3,5-dimethoxyphenyl)phenoxy)methyl)-1-((4-fluorophenyl)sulfonyl)-1H-1,2,3-triazole